3-fluoro-4-isopropyl-pyrrolidine FC1CNCC1C(C)C